4-(2-(1,3-dioxoisoindolin-2-yl)ethyl)-N-(prop-2-yn-1-yl)benzenesulfonamide O=C1N(C(C2=CC=CC=C12)=O)CCC1=CC=C(C=C1)S(=O)(=O)NCC#C